OC1=C(N=C(C2=CC(=CC=C12)OC1=CC=CC=C1)CN(C(C)=O)C)C(=O)OC Methyl 4-hydroxy-1-((N-methylacetamido) methyl)-7-phenoxyisoquinoline-3-carboxylate